4-(benzo[d]oxazol-2-ylmethoxy)-3-methoxyaniline O1C(=NC2=C1C=CC=C2)COC2=C(C=C(N)C=C2)OC